NC=1C=C(C=CC1OCOCCOC)N1C(C2=CC=C(C=C2CC1)C=1C=NC(=NC1)C(C)(C)C)=O 2-(3-amino-4-((2-methoxyethoxy)methoxy)phenyl)-6-(2-(tert-butyl)pyrimidin-5-yl)-3,4-dihydroisoquinolin-1(2H)-one